C(#N)C1=CC=CC(=N1)NC1N(C=CC(=N1)NC1=C(C(=CC=C1)C1=NN(C=N1)C)OC)C ((6-cyanopyridin-2-yl)amino)-4-((2-methoxy-3-(1-methyl-1H-1,2,4-triazol-3-yl)phenyl)amino)-N-methylpyrimidine